ClC=1N=C(C2=C(N1)SC(=C2)C)NCCCC2=CC=C(C=C2)OC(F)(F)F 2-chloro-6-methyl-N-(3-(4-(trifluoromethoxy)phenyl)propyl)thieno[2,3-d]pyrimidin-4-amine